7-((6-chloropyridin-2-yl)oxy)-3,5-dimethyl-3,5-dihydro-4H-pyridazino[4,5-b]indol-4-one ClC1=CC=CC(=N1)OC=1C=CC=2C3=C(N(C2C1)C)C(N(N=C3)C)=O